5-amino-8-(2,6-dimethylpyridin-4-yl)-2-(3-hydroxy-2-(hydroxymethyl)propyl)-7-phenyl-[1,2,4]triazolo[4,3-c]pyrimidin-3(2H)-one NC1=NC(=C(C=2N1C(N(N2)CC(CO)CO)=O)C2=CC(=NC(=C2)C)C)C2=CC=CC=C2